4-(2-chlorophenyl)-1,4-dihydropyridine-3,5-dicarboxylate ClC1=C(C=CC=C1)C1C(=CNC=C1C(=O)[O-])C(=O)[O-]